1-(4-(1-((2s,6r)-2,6-dimethylmorpholino)-3-methylimidazo[1,5-a]quinoxalin-8-yl)-2-fluorophenyl)-N,N-dimethylpiperidin-4-amine C[C@@H]1O[C@@H](CN(C1)C1=NC(=C2N1C1=CC(=CC=C1N=C2)C2=CC(=C(C=C2)N2CCC(CC2)N(C)C)F)C)C